3-(2-chlorophenyl)pyrazolo[1,5-a]pyridine-2-carboxylic acid ClC1=C(C=CC=C1)C=1C(=NN2C1C=CC=C2)C(=O)O